C[C@@]12CCC/C(/[C@@H]2CC[C@@H]1[C@@H](CN1C[C@H](CC1)OC(F)(F)F)C)=C\C=C1C[C@@H](C[C@@H](C1)O)O (1R,3S)-5-(2-((1R,3aS,7aR,E)-7a-methyl-1-((S)-1-((S)-3-(trifluoromethoxy)pyrrolidine-1-yl)propan-2-yl)octahydro-4H-inden-4-ylidene)ethylidene)cyclohexane-1,3-diol